C(C=C)(=O)O.COC(CO)O methoxyethylene glycol acrylate